C(C1=CC=CC=C1)(C1=CC=CC=C1)NC=1C=CC(=NC1)[C@@H](C(F)(F)F)N(C(=O)C1(CC1)NS(=O)(=O)C)C (S)-N-(1-(5-(Benzhydrylamino)pyridin-2-yl)-2,2,2-trifluoroethyl)-N-methyl-1-(methylsulfonamido)cyclopropane-1-carboxamide